4,4'-methylenedi-o-tolyl isocyanate C(C=1C=C(C(=CC1)C)N=C=O)C=1C=C(C(=CC1)C)N=C=O